O1CCN(CC1)C1=NC(=C2C=CC=NC2=C1)OC1CCC(CC1)NC(=O)C=1N=CNC1 N-((1s,4s)-4-((7-morpholino-1,6-naphthyridin-5-yl)oxy)cyclohexyl)-1H-imidazole-4-carboxamide